FC(C1=CC=C(C=C1)[C@H](CC)N1CCC(CC1)NC(C=C)=O)(F)F N-[1-[(1S)-1-[4-(trifluoromethyl)phenyl]propyl]-4-piperidyl]prop-2-enamide